5-[5-chloro-1-(oxazolidin-2-yl)-6-oxo-1,6-dihydropyridazin-4-yl]-1-[[2-(difluoromethyl)phenyl]methyl]-1h,4h,5h,6h,7h-pyrazolo[4,3-c]pyridine-3-carboxylic acid ethyl ester C(C)OC(=O)C1=NN(C2=C1CN(CC2)C=2C=NN(C(C2Cl)=O)C2OCCN2)CC2=C(C=CC=C2)C(F)F